NC1=C(C=C(C(=N1)F)C1=NC(=C(C=C1)N1CCOCC1)CN(C)CC)C=1C=C2CCNC(C2=CC1F)=O 6-(6'-amino-6-((ethyl(methyl)amino)methyl)-2'-fluoro-5-morpholino-[2,3'-bipyridin]-5'-yl)-7-fluoro-3,4-dihydroisoquinolin-1(2H)-one